(S)-2-amino-3-(4-(2-amino-7-((3'-methoxy-[1,1'-biphenyl]-4-yl)methyl)-7H-pyrrolo[2,3-d]pyrimidin-4-yl)phenyl)propionic acid hydrochloride Cl.N[C@H](C(=O)O)CC1=CC=C(C=C1)C=1C2=C(N=C(N1)N)N(C=C2)CC2=CC=C(C=C2)C2=CC(=CC=C2)OC